4,7-dichloro-1-(2-isopropylphenyl)-6-methylpyrido[2,3-d]pyrimidin-2(1H)-one ClC=1C2=C(N(C(N1)=O)C1=C(C=CC=C1)C(C)C)N=C(C(=C2)C)Cl